5-bromo-4-chloro-2-(methoxy-d3)pyridine BrC=1C(=CC(=NC1)OC([2H])([2H])[2H])Cl